4-[4-[[1-tert-butoxycarbonyl-5-(4-chlorophenyl)-3,6-dihydro-2H-pyridin-4-yl]methyl]piperazin-1-yl]-2-(1H-pyrrolo[2,3-b]pyridin-5-yloxy)benzoic acid C(C)(C)(C)OC(=O)N1CCC(=C(C1)C1=CC=C(C=C1)Cl)CN1CCN(CC1)C1=CC(=C(C(=O)O)C=C1)OC=1C=C2C(=NC1)NC=C2